C(C)OC(\C=C\C1=C(NC2=CC(=CC=C12)F)C1=CC=CC=C1)=O (E)-3-(6-fluoro-2-phenyl-1H-indol-3-yl)prop-2-enoic acid ethyl ester